3-bromo-6-hydroxy-5-(trifluoromethyl)pyridine-2-carboxylic acid methyl ester COC(=O)C1=NC(=C(C=C1Br)C(F)(F)F)O